F[Sb-](F)(F)(F)(F)F.C(C)(=O)OC1=CC=C(C=C1)[S+](C)C (4-acetoxyphenyl)(dimethyl)sulfonium hexafluoroantimonate